(R,Z)-3-(5-(4-(4-(2-(4-(1-(4-hydroxyphenyl)-2-phenylbut-1-en-1-yl)phenoxy)ethyl)piperazine-1-carbonyl)piperazin-1-yl)-1-oxoisoindolin-2-yl)piperidine-2,6-dione OC1=CC=C(C=C1)/C(=C(\CC)/C1=CC=CC=C1)/C1=CC=C(OCCN2CCN(CC2)C(=O)N2CCN(CC2)C=2C=C3CN(C(C3=CC2)=O)[C@H]2C(NC(CC2)=O)=O)C=C1